C12C(C3CC(CC(C1)C3)C2)NCCNCCC2=NN(C(=C2C)C2=CC=C(C=C2)Cl)C2=C(C=C(C=C2)Cl)Cl N1-((1r,3r,5r,7r)-adamantan-2-yl)-N2-(2-(5-(4-chlorophenyl)-1-(2,4-dichlorophenyl)-4-methyl-1H-pyrazol-3-yl)ethyl)ethane-1,2-diamine